C(C)(C)(C)OC(N[C@H](C(=O)NC)CCCC1CCC(CC1)O)=O (S)-(5-(4-hydroxycyclohexyl)-1-(methylamino)-1-oxopent-2-yl)carbamic acid tert-butyl ester